FC(C1=CC=CC(=N1)NC(=O)C=1N=C(C=2N(C1)C=C(N2)C21COC(CC2)(C1)C)OCC)F N-(6-(difluoromethyl)pyridin-2-yl)-8-ethoxy-2-(1-methyl-2-oxabicyclo[2.2.1]hept-4-yl)imidazo[1,2-a]pyrazine-6-carboxamide